(S)-3-chloro-5-(((1-hydroxyicosan-2-yl)oxy)methyl)benzonitrile ClC=1C=C(C#N)C=C(C1)CO[C@H](CO)CCCCCCCCCCCCCCCCCC